COC1=CC=C(C[N+]2=C(C=3N(C=C2)C(=NC3)C3=NC(=NS3)C)C)C=C1 7-(4-methoxybenzyl)-8-methyl-3-(3-methyl-1,2,4-thiadiazole-5-yl)imidazo[1,5-a]pyrazine-7-ium